C(C#CCCCC)(=O)OCCC propyl 2-heptynoate